2-tert-butyl-6-[2-oxo-2-(pyrrolidin-1-yl)ethyl]-6,7-dihydro-4H-pyrazolo[1,5-a]pyrrolo[3,4-d]pyrimidine C(C)(C)(C)C1=NN2C(NC=3C(=C2)CN(C3)CC(N3CCCC3)=O)=C1